C(CCCCC)C1=C(C(=O)O)C(=CC(=C1)OC1O[C@@H]([C@H]([C@@H]([C@H]1CO)O)O)O)OC1O[C@@H]([C@H]([C@@H]([C@H]1CO)O)O)O 2-hexyl-4,6-bis({[(3R,4R,5S,6S)-4,5,6-trihydroxy-3-(hydroxymethyl)oxan-2-yl]oxy})benzoic acid